3-cyclohexylpropan-oic acid C1(CCCCC1)CCC(=O)O